ClC1=CC=C(S1)CNC1=CC(=NN1C(C(C)(C)C)=O)C1CCN(CC1)CC1=CC=C(C=C1)OC 1-(5-{[(5-Chlorothiophen-2-yl)methyl]amino}-3-{1-[(4-methoxyphenyl)methyl]piperidin-4-yl}-1H-pyrazol-1-yl)-2,2-dimethylpropan-1-on